P(OC(C)(O)OP([O-])=O)([O-])=O.[Na+].[Na+].[Na+] Trinatrium (1-Hydroxyethan-1,1-diyl) bisphosphonat